tetrahydro-[3,4'-bipyridine]-6-carboxamide N1CC(CC=C1C(=O)N)C1=CC=NC=C1